C(C1=CC=CC=C1)OC(=O)N1CC(CCC1)(C=1C=NNC1)O 3-hydroxy-3-(1H-pyrazol-4-yl)piperidine-1-carboxylic acid benzyl ester